Para-aminohippurate NC1=CC=C(C(NCC(=O)[O-])=O)C=C1